(R)-N-((-)-1-(3-amino-4-fluorophenyl)-1-(4-cyanophenyl)-3-cyclopropylpropyl)-2-methylpropane-2-sulfinamide NC=1C=C(C=CC1F)C(CCC1CC1)(C1=CC=C(C=C1)C#N)N[S@](=O)C(C)(C)C